4-(2-chloro-4-methoxy-5-methylphenyl)-N-[(1S)-2-cyclopropyl-1-(3-fluoro-4-methylphenyl)ethyl]5-methyl-N-(2-propyn-1-yl)-2-thiazolamine ClC1=C(C=C(C(=C1)OC)C)C=1N=C(SC1C)N(CC#C)[C@@H](CC1CC1)C1=CC(=C(C=C1)C)F